ClCCC=CC=CCCCCC 1-chloro-3,5-undecadiene